4-(BUTYLSULFONYL)PHENYLBORONIC ACID C(CCC)S(=O)(=O)C1=CC=C(C=C1)B(O)O